C(C)OC(C(C)(C)OC1=C(C=C(C=C1C)CN1CCN(CC1)CC1=CC=C(C=C1)C1=CC=C(C=C1)C(F)(F)F)C)=O 2-(2,6-dimethyl-4-((4-((4'-(trifluoromethyl)-[1,1'-biphenyl]-4-yl)methyl)piperazin-1-yl)methyl)phenoxy)-2-methylpropanoic acid ethyl ester